5,5''-bis-{4-[bis(4-methylphenyl)amino]phenyl}-2,2':5',2''-terthiophene CC1=CC=C(C=C1)N(C1=CC=C(C=C1)C1=CC=C(S1)C=1SC(=CC1)C=1SC(=CC1)C1=CC=C(C=C1)N(C1=CC=C(C=C1)C)C1=CC=C(C=C1)C)C1=CC=C(C=C1)C